C(CC#C)C1(N=N1)CCOC=1C=C(C=CC1)C=1N=C2SC3=C(N2C1)C=CC(=C3)C(=O)NCCCN(CC)CC 2-(3-(2-(3-(but-3-yn-1-yl)-3H-diazirin-3-yl)ethoxy)phenyl)-N-(3-(diethylamino)propyl)benzo[d]imidazo[2,1-b]thiazole-7-carboxamide